NC1=CC(=C(C(=N1)Cl)Cl)SC=1C=2N(C(=NC1)N1CCC3(CC(C[C@H]3N)C)CC1)C=CN2 (1R)-8-(8-((6-amino-2,3-dichloropyridin-4-yl)thio)imidazo[1,2-c]pyrimidin-5-yl)-3-methyl-8-azaspiro[4.5]decan-1-amine